Cl.O=C1N(CC2=CC(=CC=C12)N1CCN(CC1)CCCCOC1=CC=C(C=C1)C1CCNCC1)C1C(NC(CC1)=O)=O 3-(1-oxo-5-(4-(4-(4-(piperidin-4-yl)phenoxy)butyl)piperazin-1-yl)isoindolin-2-yl)piperidine-2,6-dione hydrochloride salt